FC=1C=2N(C=C(C1)NC(=O)C1=CC=C(C=3C=C(OC31)C)N3CCN(CC3)C)C=C(N2)C N-[8-fluoro-2-methylimidazo[1,2-a]pyridin-6-yl]-2-methyl-4-(4-methylpiperazin-1-yl)-1-benzofuran-7-carboxamide